NC=1C(=NC(=C(N1)C(=O)N[C@@H](C(=O)O)CO)N)C(=O)N[C@@H](C(=O)O)CO (2R,2'R)-2,2'-((3,6-diamino-pyrazine-2,5-dicarbonyl)bis(azanediyl))bis(3-hydroxypropanoic acid)